(E)-4-bromo-2-butenoic acid ethyl ester C(C)OC(\C=C\CBr)=O